C(C)(CC)C1=CC=C(C=C1)NC(=O)C1=CN(C=C1)S(=O)(=O)C=1C=C2C=C(NC2=CC1)C N-(4-(sec-butyl)phenyl)-1-((2-methyl-1H-indol-5-yl)sulfonyl)-1H-pyrrole-3-carboxamide